bis(2-ethylhexyl) 1-(N,N'-bis(2-ethylhexyl) amino)-1-ethylphosphonate C(C)C(CN(CC(CCCC)CC)C(C)P(OCC(CCCC)CC)(OCC(CCCC)CC)=O)CCCC